7-(5-(1-(cyclobutylmethyl)-3,5-dimethyl-1H-pyrazol-4-yl)pyridin-3-yl)-1H-imidazo[4,5-b]pyridine C1(CCC1)CN1N=C(C(=C1C)C=1C=C(C=NC1)C1=C2C(=NC=C1)N=CN2)C